FC1(CCC(CC1)CN1N=C(C(=C1C(=O)NC1=CC(=NC=C1)C)C(F)(F)F)C)F 1-((4,4-difluorocyclohexyl)methyl)-3-methyl-N-(2-methylpyridin-4-yl)-4-(trifluoromethyl)-1H-pyrazole-5-carboxamide